C(C([2H])([2H])[2H])(=O)[C@]1(CCC2C3CC(C4=C(C(C(C[C@@]4(C3CC[C@]12C)C)([2H])[2H])=O)[2H])[2H])[2H] (10R,13S,17S)-17-(acetyl-d3)-10,13-dimethyl-1,2,6,7,8,9,10,11,12,13,14,15,16,17-tetradecahydro-3H-cyclopenta[a]phenanthren-3-one-2,2,4,6,17-d5